1,1'-(6,6''-difluoro-3',6'-dimethoxy[1,1':2',1''-terphenyl]-3,3''-diyl)bis(4-(2,6-diisopropylphenyl)-1H-pyrazole) FC1=CC=C(C=C1C=1C(=C(C=CC1OC)OC)C1=CC(=CC=C1F)N1N=CC(=C1)C1=C(C=CC=C1C(C)C)C(C)C)N1N=CC(=C1)C1=C(C=CC=C1C(C)C)C(C)C